ClC1=C(C=C(C(=O)OC)C=C1)[N+](=O)[O-] methyl 4-chloro-3-nitrobenzoate